4-((1H-Indazol-5-yl)ethynyl)-N-(2,3-difluorobenzyl)-[2,4'-bipyrimidin]-2'-amine N1N=CC2=CC(=CC=C12)C#CC1=NC(=NC=C1)C1=NC(=NC=C1)NCC1=C(C(=CC=C1)F)F